Benzyl (R)-2-(2-amino-3-phenylpropoxy)-4-methoxynicotinate hydrochloride Cl.N[C@@H](COC1=C(C(=O)OCC2=CC=CC=C2)C(=CC=N1)OC)CC1=CC=CC=C1